(2-bromoethyl)dimethylamine hydrobromide Br.BrCCN(C)C